(E)-3-(difluoromethyl)-1-methyl-N-(4'-(5-phenyl-1,3,4-oxadiazol-2-yl)-[1,1'-biphenyl]-2-yl)-1H-pyrazole-4-carboxamide FC(C1=NN(C=C1C(=O)NC1=C(C=CC=C1)C1=CC=C(C=C1)C=1OC(=NN1)C1=CC=CC=C1)C)F